N-{[4-(cyclopropyloxy)-pyrimidin-5-yl]methyl}-4-(difluoromethoxy)-3,5-difluorobenzamide C1(CC1)OC1=NC=NC=C1CNC(C1=CC(=C(C(=C1)F)OC(F)F)F)=O